C(C)(C)(C)OC(=O)N1CCC(CC1)OC1=NC=CC2=CC=CC=C12 4-(isoquinolin-1-yloxy)piperidine-1-carboxylic acid tert-butyl ester